C1(CC1)S(=O)(=O)N1N=CC(=C1)C1=NC=CC(=N1)NC1=NC=C(C(=C1)N1CCC(CC1)NCCN(C)C)C#CC1=NN(C=C1)C N1-(1-(2-((2-(1-(Cyclopropylsulfonyl)-1H-pyrazol-4-yl)pyrimidin-4-yl)amino)-5-((1-methyl-1H-pyrazol-3-yl)ethynyl)pyridin-4-yl)piperidin-4-yl)-N2,N2-dimethyl-ethane-1,2-diamine